OC(CN1N=CC2=C(C(=CC=C12)C1=C2C=C(N=CC2=CC=N1)N[C@H]1CN(CC1)C(=O)OC(C)(C)C)C)(C)C tert-butyl (R)-3-((5-(1-(2-hydroxy-2-methylpropyl)-4-methyl-1H-indazol-5-yl)-2,6-naphthyridin-3-yl)amino)pyrrolidine-1-carboxylate